pyrido[3,4-b]indole-1-formhydrazide C1(=NC=CC2=C1NC1=CC=CC=C21)C(=O)NN